1-[2-(difluoromethoxy)-4-(trifluoromethoxy)phenyl]-N-[(3R)-1-ethylpiperidin-3-yl]pyrrolo[1,2-d][1,2,4]triazin-4-amine FC(OC1=C(C=CC(=C1)OC(F)(F)F)C=1C=2N(C(=NN1)N[C@H]1CN(CCC1)CC)C=CC2)F